ClC1=CC=C(C=C1)/C=C/C(CN1N=CN=C1)=O (E)-4-(4-chlorophenyl)-1-(1H-1,2,4-triazol-1-yl)butan-3-en-2-one